(S)-4-(6-((1-(4-(4-fluoro-1H-pyrazol-1-yl)phenyl)ethyl)amino)pyridin-3-yl)-6-(2-hydroxy-2-methylpropoxy)pyrazolo[1,5-a]pyridine-3-carbonitrile FC=1C=NN(C1)C1=CC=C(C=C1)[C@H](C)NC1=CC=C(C=N1)C=1C=2N(C=C(C1)OCC(C)(C)O)N=CC2C#N